C(CC)SC=1C=CC2=C(NC=N2)C1 6-(propylsulfanyl)-1H-benzimidazole